(R)-2-((((1r,4R)-4-aminocyclohexyl)methyl)-(benzyl)amino)-1-(3-fluorophenyl)ethan-1-ol NC1CCC(CC1)CN(C[C@H](O)C1=CC(=CC=C1)F)CC1=CC=CC=C1